2,4-ditrifluoromethyl-benzaldehyde FC(C1=C(C=O)C=CC(=C1)C(F)(F)F)(F)F